OCC1CCN(CC1)C=1C=CC=NC1 5-(4-hydroxymethylpiperidin-1-yl)pyridin